N-(2-(4-ethylpiperazine-1-yl)-4-methoxy-5-((6-((R)-3-(2,3,6-trifluorophenyl)isoxazolidine-2-yl)pyrimidine-4-yl)amino)phenyl)acrylamide C(C)N1CCN(CC1)C1=C(C=C(C(=C1)OC)NC1=NC=NC(=C1)N1OCC[C@@H]1C1=C(C(=CC=C1F)F)F)NC(C=C)=O